ClC1=C(C(=CC=C1)C)NC(=O)C1=CN=C(S1)NC1=CC(=NC(=N1)C)C(C)N(C(C)C)C(C)C [6-({5-[(2-chloro-6-methylphenyl)carbamoyl]-1,3-thiazol-2-yl}amino)-2-methylpyrimidin-4-yl]N,N-Diisopropylethylamine